ClC1=C(C(=CC=C1)F)C(C(=O)OCC)=CO ethyl 2-(2-chloro-6-fluorophenyl)-3-hydroxyacrylate